(S)-4-(4-fluoro-2,8-diazaspiro[4.5]decan-8-yl)-2-(pyridin-4-yl)pyrido[3,4-d]pyrimidine F[C@@H]1CNCC12CCN(CC2)C=2C1=C(N=C(N2)C2=CC=NC=C2)C=NC=C1